N1N=CC2=CC=CC(=C12)CN1C(C(=CC(=C1)C(=O)N[C@@H]1[C@H](C1)C)C(=O)NC)=O 1-((1H-indazol-7-yl)methyl)-N3-methyl-N5-((1s,2s)-2-methylcyclopropyl)-2-oxo-1,2-dihydropyridine-3,5-dicarboxamide